trans-4-(methylamino)cyclohexyl-carbamic acid tert-butyl ester C(C)(C)(C)OC(N[C@@H]1CC[C@H](CC1)NC)=O